2-tert-butyl-1H-benzoimidazole-4-carboxylic acid (1-piperidin-4-ylmethylpiperidin-4-ylmethyl)amide N1CCC(CC1)CN1CCC(CC1)CNC(=O)C1=CC=CC=2NC(=NC21)C(C)(C)C